C(C)(C)(C)C1=CC=C(C=C1)CCCNC=1C2=C(N=C(N1)C(F)(F)F)SC(=C2)C N-(3-(4-(tert-butyl)phenyl)propyl)-6-methyl-2-(trifluoromethyl)thieno[2,3-d]pyrimidin-4-amine